(S)-1-(5-aminopyrimidin-2-yl)-3-(1-(5-fluoro-3-methylbenzofuran-2-yl)-2,2-dimethylpropyl)urea NC=1C=NC(=NC1)NC(=O)N[C@@H](C(C)(C)C)C=1OC2=C(C1C)C=C(C=C2)F